ClC=1C=CC(=C(C1)C1=CC(NC=N1)=O)C(CC)=O 6-(5-chloro-2-propionylphenyl)pyrimidin-4(3H)-one